FC(F)(F)N1N=CC(=C1)C(=O)[O-] (trifluoromethyl)-1H-pyrazole-4-carboxylate